(4-(methacryloyloxy)phenyl)trimethylammonium C(C(=C)C)(=O)OC1=CC=C(C=C1)[N+](C)(C)C